ClC1=C(C(=C(C(=C1O)Cl)Cl)O)Cl tetrachlorohydroquinone